N-[1-[di(cyclobutyl)methyl]-2-[4-(3,5-dimethyl-1H-pyrazol-4-yl)anilino]-2-oxo-ethyl]-2-isopropyl-pyrazole-3-carboxamide C1(CCC1)C(C(C(=O)NC1=CC=C(C=C1)C=1C(=NNC1C)C)NC(=O)C=1N(N=CC1)C(C)C)C1CCC1